N1=NC=NC2=C1C=CC=C2 benzo[1,2,4]triazine